NC1CCC(CC1)C1=NN=C(S1)C=1C(=CC=NC1)NC 5-(5-((1r,4r)-4-aminocyclohexyl)-1,3,4-thiadiazol-2-yl)-4-(methylamino)pyridine